C(O)(O)=O.[NH4+].C([O-])([O-])=O.C(O)(O)=O.[NH4+] ammonium sesquicarbonate